bis[2-(2-benzothiazolyl)phenol] zinc (II) [Zn+2].S1C(=NC2=C1C=CC=C2)C2=C(C=CC=C2)O.S2C(=NC1=C2C=CC=C1)C1=C(C=CC=C1)O